CC12C(CC(CC1)C2(C)C)OC(C2=C(C=CC=C2)OC(C(=C)C)=O)=O 2-(methacryloyloxy)benzoic acid-1,7,7-trimethyl-2-bicyclo[2.2.1]heptanyl ester